C1(CCCC1)CC1=CC(=NN1)NC=1N=C(C2=C(N1)C=C(O2)C(=O)NC)N2CCOCC2 2-((5-(cyclopentylmethyl)-1H-pyrazol-3-yl)amino)-N-methyl-4-morpholinofuro[3,2-d]pyrimidine-6-carboxamide